Ethyl 2-[(Z)-hydroxy-C-hydroxycarbonimidoyl]-3-methylbutanoate O\N=C(/O)\C(C(=O)OCC)C(C)C